F[C@@H]\1[C@@]2(CCC[C@H](C/C1=C\C1=CC=C(N=N1)C=1C=C3C=CN=CC3=CC1O)N2)C 6-(6-((E)-((1S,2S,5R)-2-fluoro-1-methyl-9-azabicyclo[3.3.1]nonan-3-ylidene)methyl)pyridazin-3-yl)isoquinolin-7-ol